Methyl-{[4-chloro-1-{3-[(chloromethyl)sulfanyl]pyridin-2-yl}-5-(6-fluoropyridin-3-yl)-1H-pyrazol-3-yl]oxy}(methoxy)acetat COC(C(OC)OC1=NN(C(=C1Cl)C=1C=NC(=CC1)F)C1=NC=CC=C1SCCl)=O